tert-butyl ((S)-2-((5-(3,5-dimethylisoxazol-4-yl)pyridin-2-yl)amino)-1-((1r,4S)-4-methylcyclohexyl)-2-oxoethyl)carbamate CC1=NOC(=C1C=1C=CC(=NC1)NC([C@H](C1CCC(CC1)C)NC(OC(C)(C)C)=O)=O)C